N,N-dimethyl-3-((5-((2R,5S)-5-methylpiperidin-2-yl)benzo[d]thiazol-2-yl)methyl)Oxetan-3-amine CN(C1(COC1)CC=1SC2=C(N1)C=C(C=C2)[C@@H]2NC[C@H](CC2)C)C